IC=1C=CC(=NC1)C(F)(F)F 5-Iodo-2-(trifluoro-methyl)pyridine